(5-((2-(2,2-dimethylpyrrolidin-1-yl)ethyl)carbamoyl)-2-methylpyridin-3-yl)-2-(1-methyl-1H-pyrazol-3-yl)pyrazolo[5,1-b]thiazole-7-carboxamide CC1(N(CCC1)CCNC(=O)C=1C=C(C(=NC1)C)C=1N2C(SC1C1=NN(C=C1)C)=C(C=N2)C(=O)N)C